C(C)NC(=O)C1C(CCC(C1)C)C(C)C N-ethyl-5-methyl-2-propan-2-ylcyclohexane-1-carboxamide